C(C1=CC=CC=C1)N(C1=NC(=NN2C1=CC=C2)Cl)CC2=C(C=C(C=C2)OC)OC N-benzyl-2-chloro-N-(2,4-dimethoxybenzyl)pyrrolo[2,1-f][1,2,4]triazin-4-amine